(2R,3R,4R,5S)-2-methyl-1-(((S)-1-(6-(trifluoromethyl)pyridin-2-yl)piperidin-3-yl)methyl)piperidine-3,4,5-triol C[C@H]1N(C[C@@H]([C@H]([C@@H]1O)O)O)C[C@H]1CN(CCC1)C1=NC(=CC=C1)C(F)(F)F